Methyl 5-chloro-3-iodo-4-(2-methyl-4-nitrophenyl)-1H-pyrrole-2-carboxylate ClC1=C(C(=C(N1)C(=O)OC)I)C1=C(C=C(C=C1)[N+](=O)[O-])C